C(#C)C=1SC=C(N1)NC(=O)N[C@@H](CO)C1=CC=C(C=C1)N1C(CCC1)=O (R)-1-(2-ethynylthiazol-4-yl)-3-(2-hydroxy-1-(4-(2-oxopyrrolidin-1-yl)phenyl)-ethyl)urea